C1(=CC=CC=C1)NC1=CC=C(C=C1)NCC(COC(C(=C)C)=O)O N-phenyl-N'-(3-methacryloxy-2-hydroxypropyl)p-phenylenediamine